5-chloro-2-{[(2-methoxyethyl)amino]methyl}-7,8-dihydro-6H-spiro[[1,3]oxazolo[5,4-f]quinazoline-9,1'-cyclohexan]-7-one ClC=1C=C2C(=C3C1NC(NC31CCCCC1)=O)OC(=N2)CNCCOC